COC(C(C(=O)O)C)OC 3,3-dimethoxy-2-methylpropionic acid